C[C@@H]1O[C@@H](CN([C@@H]1CNC1=NC=C(N=C1)C(F)(F)F)C(=O)C1=NC(=CC=C1C1=NC=CC=N1)C)C ((2S,3R,6R)-2,6-Dimethyl-3-(((5-(trifluoromethyl)pyrazin-2-yl)amino)methyl)morpholino)(6-methyl-3-(pyrimidin-2-yl)pyridin-2-yl)methanone